Br.CC1(CC(=NO1)NC(S)=N)C 5,5-dimethyl-4,5-dihydro-isoxazol-3-yl-isothiourea hydrobromide